C(C)OC(C(C)(C)OC1=C(C=C(C=C1C)CCCN1C(N(CC1)C1=CC=C(C=C1)C(F)(F)F)=O)C)=O 2-(2,6-dimethyl-4-(3-(2-oxo-3-(4-(trifluoromethyl)phenyl)imidazolin-1-yl)propyl)phenoxy)-2-methylpropanoic acid ethyl ester